C(=O)(O)C(C[N+](CC(COC(CCCCCCC\C=C/CCCCCCCC)=O)OC(CCCCCCC\C=C/CCCCCCCC)=O)(C)C)C N-(2-carboxypropyl)-N,N-dimethyl-2,3-bis(oleoyloxy)propan-1-aminium